(4-morpholinopiperidin-1-yl)methanon O1CCN(CC1)C1CCN(CC1)C=O